[(furan-2-yl)methyl]-3-methoxythieno[3,2-b]pyridin-7-amine dihydrochloride Cl.Cl.O1C(=CC=C1)CC1=C(C2=NC=CC(=C2S1)N)OC